2-(3,5-dichloro-4-(3-(2-fluoropropane-2-yl)-4-hydroxy-phenoxy)-phenyl)-3,5-dioxo-2,3,4,5-tetrahydro-1,2,4-triazine-6-carbonitrile ClC=1C=C(C=C(C1OC1=CC(=C(C=C1)O)C(C)(C)F)Cl)N1N=C(C(NC1=O)=O)C#N